(S)-2-(benzyloxycarbonyl(methyl)amino)-2-cyclopentyl-acetic acid lithium salt [Li+].C(C1=CC=CC=C1)OC(=O)N([C@H](C(=O)[O-])C1CCCC1)C